1-(6-(8-chloro-5-methyl-5,6-dihydro-4H-benzo[f][1,2,4]triazolo[4,3-a][1,4]diazepin-1-yl)-2,6-diazaspiro[3.3]heptan-2-yl)-2,2,2-trifluoroethan-1-one ClC=1C=CC2=C(CN(CC=3N2C(=NN3)N3CC2(CN(C2)C(C(F)(F)F)=O)C3)C)C1